FC1=C(O[C@@H]2C[C@@]3([C@@H](CN(C3)C[C@@H](O)C3=CC4=C(NC(OCC4)=O)C=C3)C2)O)C=CC=C1 7-((S)-2-((3aS,5S,6aR)-5-(2-fluorophenoxy)-3a-hydroxyhexahydrocyclopenta[c]pyrrol-2(1H)-yl)-1-hydroxyethyl)-4,5-dihydrobenzo[d][1,3]oxazepin-2(1H)-one